1-(2,2-difluoroethyl)-6-((3R,4S)-4-methyl-3-(((2-(trifluoromethyl)pyridin-3-yl)oxy)methyl)piperidin-1-yl)-1H-pyrazolo[3,4-b]pyrazine FC(CN1N=CC=2C1=NC(=CN2)N2C[C@@H]([C@H](CC2)C)COC=2C(=NC=CC2)C(F)(F)F)F